(8-(((6-bromopyridin-2-yl)methoxy)methyl)-2-((S)-2,2-dimethylcyclopropane-1-carbonyl)-2,6-diazaspiro[3.4]octan-6-yl)(thiazol-5-yl)methanone BrC1=CC=CC(=N1)COCC1CN(CC12CN(C2)C(=O)[C@@H]2C(C2)(C)C)C(=O)C2=CN=CS2